5-[(2R)-11-(4-amino-4-methyl-1-piperidyl)-4,7,10-triazatricyclo[7.4.0.02,7]trideca-1(9),10,12-trien-4-yl]quinoline-8-carbonitrile NC1(CCN(CC1)C1=NC=2CN3CCN(C[C@H]3C2C=C1)C1=C2C=CC=NC2=C(C=C1)C#N)C